N[C@H](C(=O)N[C@H](C(=O)NC1=CC=C(C=C1)[C@@H](CNC(OC(C)(C)C)=O)O)C)C(C)C tert-butyl ((S)-2-(4-((S)-2-((S)-2-amino-3-methylbutanamido)propanamido)phenyl)-2-hydroxyethyl)carbamate